tert-butyl 3-{2-[1-(4-chloro-1,3-thiazol-2-yl)-1H-pyrazol-4-yl]propanamido}-5-cyclopropyl-1H-pyrazole-1-carboxylate ClC=1N=C(SC1)N1N=CC(=C1)C(C(=O)NC1=NN(C(=C1)C1CC1)C(=O)OC(C)(C)C)C